CC1=NC2=C(N1CC1=C(C=CC(=C1)C(F)(F)F)F)C=C(C=C2CCS(=O)(=O)N)C=2C1=C(C(N(C2)C)=O)NC=C1 (2-methyl-6-(6-methyl-7-oxo-6,7-dihydro-1H-pyrrolo[2,3-c]pyridin-4-yl)-1-(2-fluoro-5-(trifluoromethyl)benzyl)-1H-benzo[d]imidazol-4-yl)ethylsulfonamide